NC=1C=C(C=C(C1)C(F)(F)F)[C@@H](C)NC1=NC(=NC2=CC(=C(C=C12)OCCOC)C#C)C (R)-N-(1-(3-amino-5-(trifluoromethyl)phenyl)ethyl)-7-ethynyl-6-(2-methoxyethoxy)-2-methyl-quinazolin-4-amine